ClC1=C(C=2N(C(=C1)C)C=CN2)I 7-chloro-8-iodo-5-methylimidazo[1,2-a]pyridine